(2S,4R)-1-((2S)-2-amino-3,3-dimethyl-butanoyl)-N-((1R)-2-(dimethylamino)-1-(4-(4-methylthiazol-5-yl)phenyl)ethyl)-4-hydroxy-pyrrolidine-2-carboxamide N[C@H](C(=O)N1[C@@H](C[C@H](C1)O)C(=O)N[C@@H](CN(C)C)C1=CC=C(C=C1)C1=C(N=CS1)C)C(C)(C)C